BrC=1C(=CC=C2CCCC(C12)=O)OCCOC(C)(C)C 8-bromo-7-(2-(tert-butoxy)ethoxy)-3,4-dihydronaphthalen-1(2H)-one